4-[3-[2,6-dichloro-4-(4-methylpiperazin-1-yl)benzoyl]-2,4-dihydro-1,3-benzoxazin-8-yl]-5-fluoro-2-pyrrolidin-1-ylbenzoic acid ClC1=C(C(=O)N2COC3=C(C2)C=CC=C3C3=CC(=C(C(=O)O)C=C3F)N3CCCC3)C(=CC(=C1)N1CCN(CC1)C)Cl